trimethylolpropane tris-carbonate C(O)(O)=O.C(O)(O)=O.C(O)(O)=O.C(O)C(CC)(CO)CO